2,2-bis[4-(2-glycidoxyethoxy)phenyl]hexafluoropropane tert-Butyl-3-(4-bromobenzamido)-5-(4-methylpyridin-3-yl)-1H-pyrazolo[3,4-c]pyridine-1-carboxylate C(C)(C)(C)OC(=O)N1N=C(C=2C1=CN=C(C2)C=2C=NC=CC2C)NC(C2=CC=C(C=C2)Br)=O.C(C2CO2)OCCOC2=CC=C(C=C2)C(C(F)(F)F)(C(F)(F)F)C2=CC=C(C=C2)OCCOCC2CO2